3,5-dihydroxy-6-heptenoic acid calcium salt [Ca+2].OC(CC(=O)[O-])CC(C=C)O.OC(CC(=O)[O-])CC(C=C)O